N1N=CC2=CC=C(C=C12)C(C(=O)N)=C 2-(1H-indazol-6-yl)acrylamide